(6-fluoropyridin-3-yl)pyrrolidin-2-one FC1=CC=C(C=N1)N1C(CCC1)=O